4-bromo-1-isobutyl-indazole BrC1=C2C=NN(C2=CC=C1)CC(C)C